N[C@H](C)C1=NC(=NN1C1=CC=C(C=N1)C#N)Cl |r| racemic-6-[5-(1-aminoethyl)-3-chloro-1,2,4-triazol-1-yl]pyridine-3-carbonitrile